cyclopropanedibutanol C1(CC1)(CCCCO)CCCCO